CN(CCNC(C(CCSCCC(=O)OCC(CCCC)CC)NC(C(CCCCCCCCCC)CCCCCCCC)=O)=O)C 2-ethylhexyl 3-((4-((2-(dimethylamino)ethyl)amino)-3-(2-octyldodecanamido)-4-oxobutyl)thio)propanoate